C(C)(C)OC(=O)[C@@H]1C[C@H](CCC1)OC=1C=NC(=CC1)C=1C=NN(C1CO)C Trans-3-((6-(5-(hydroxymethyl)-1-methyl-1H-pyrazol-4-yl)pyridin-3-yl)oxy)cyclohexane-1-carboxylic acid isopropyl ester